C(CCC)[Cu]CCCC dibutyl-Copper (II)